FC(C(=O)O)(F)F.C(#C)C1=C2C=CC(=CC2=CC=C1)O 5-ethynylnaphth-2-ol 2,2,2-trifluoroacetate